FC1=C(C2=C(CCO2)C=C1NC1=NC(=CC(=N1)NCCOC)C)C=1CCCN(CC1)C(=O)OC(C)(C)C tert-butyl 5-[6-fluoro-5-[[4-(2-methoxyethylamino)-6-methyl-pyrimidin-2-yl]amino]-2,3-dihydrobenzofuran-7-yl]-2,3,4,7-tetrahydroazepine-1-carboxylate